tert-butyl 6-(3-(2-isopropylphenyl)piperidin-4-yl)-2,6-diazaspiro[3.3]heptane-2-carboxylate C(C)(C)C1=C(C=CC=C1)C1CNCCC1N1CC2(CN(C2)C(=O)OC(C)(C)C)C1